(+-)-3-fluoro-4-(3-(2-((2R)-2-hydroxy-7-azabicyclo[2.2.1]heptan-7-yl)acetyl)-2,5-dimethyl-1H-pyrrol-1-yl)benzonitrile FC=1C=C(C#N)C=CC1N1C(=C(C=C1C)C(CN1C2[C@@H](CC1CC2)O)=O)C